CC1=NN2C(C(=CC(=C2)C=2NC3=CC=C(C=C3C2C(C)C)C2CCN(CC2)C(=O)[C@H]2N(CC[C@H]2O)C(=O)OC(C)(C)C)C)=N1 tert-butyl (2S,3R)-2-(4-(2-(2,8-dimethyl-[1,2,4]triazolo[1,5-a]pyridin-6-yl)-3-isopropyl-1H-indol-5-yl)piperidine-1-carbonyl)-3-hydroxypyrrolidine-1-carboxylate